C(C)(C)(C)C(CN(C(O)=O)CCOC)OCC=1C=C2C=C(NC2=C(C1)NC1CCOCC1)C1=CC=CC=C1.C(N)(O)=O carbamate {tert-butyl (2-methoxyethyl)(2-((2-phenyl-7-((tetrahydro-2H-pyran-4-yl)amino)-1H-indol-5-yl)methoxy)ethyl)carbamate}